C(CCCCCCCCCCCCCCCCC)NC(CCCCCCCCCCC)=O N-stearyllauric acid amide